CC1=CC=CC=C1N o-Toluidin